2-{2,6-bis[2-(8-methoxy-1,1,7,7-tetramethyl-2,3,6,7-tetrahydro-1H,5H-benzo[ij]quinolizine-9-yl)ethenyl]-4H-pyran-4-ylidene}propanedinitrile COC1=C(C=C2C(CCN3CCC(C1=C23)(C)C)(C)C)C=CC=2OC(=CC(C2)=C(C#N)C#N)C=CC2=C(C=3C(CCN1CCC(C(C31)=C2)(C)C)(C)C)OC